P(=O)(OC(CC)(C)CC)([O-])[O-] ethylmethylpropyl phosphate